Diethyl (E)-hex-2-enoyl-L-glutamate C(\C=C\CCC)(=O)N[C@@H](CCC(=O)OCC)C(=O)OCC